C(C)O/C=C/C1=NC=C(C(=N1)SC)F (E)-2-(2-ethoxyvinyl)-5-fluoro-4-(methylthio)pyrimidine